[2-bromo-4-[1,2,2,2-tetrafluoro-1-(trifluoromethyl)ethyl]-6-(trifluoromethyl)phenyl]-2-fluoro-3-[(4-fluorobenzoyl)amino]-benzamide BrC1=C(C(=CC(=C1)C(C(F)(F)F)(C(F)(F)F)F)C(F)(F)F)C1=C(C(=C(C(=O)N)C=C1)F)NC(C1=CC=C(C=C1)F)=O